[(1R,5S,6r)-6-(5,5-dimethyl-4,5-dihydro-1,2-oxazol-3-yl)-3-azabicyclo[3.1.0]hex-3-yl][1-(1-methylcyclopropyl)-1H-imidazol-4-yl]methanone CC1(CC(=NO1)C1[C@H]2CN(C[C@@H]12)C(=O)C=1N=CN(C1)C1(CC1)C)C